(Z)-6,9,12,15-Heneicosatetraene CCCCC\C=C/CC=CCC=CCC=CCCCCC